C(C1=CC=CC=C1)C1N(CCC1)C(=O)C1=CN(C2=C1C(N(C=C2C)C)=O)C 3-((2-benzylpyrrolidin-1-yl)carbonyl)-1,5,7-trimethyl-1,5-dihydro-4H-pyrrolo[3,2-c]pyridin-4-one